(6-(3-(1-adamantyl)-4-methoxyphenyl)-2-naphthylmethylene)malononitrile C12(CC3CC(CC(C1)C3)C2)C=2C=C(C=CC2OC)C=2C=C3C=CC(=CC3=CC2)C=C(C#N)C#N